ClC=1C=C(C=CC1Cl)N1C(CN(CC1)C(=O)N1C(C=CC2=CC=CC=C12)=O)CC (4-(3,4-dichlorophenyl)-3-ethylpiperazine-1-carbonyl)quinolin-2(1H)-one